3-((S)-2-(3-(2-(5-azaspiro[2.3]hexane-5-yl)ethyl)-5-methyl-6-oxopyridazin-1(6H)-yl)-4-methylpentanamido)propionic acid C1CC12CN(C2)CCC2=NN(C(C(=C2)C)=O)[C@H](C(=O)NCCC(=O)O)CC(C)C